FC(C(O)O)(F)F 2,2,2-trifluoro-1,1-ethanediol